(3R)-3-{[2-(2-aminophenyl)[1,2,4]triazolo[1,5-c]quinazolin-5-yl]amino}azepan-2-one methyl-(3-(4'-(4-(((benzyloxy)carbonyl)amino)butyl)-[1,1'-biphenyl]-4-yl)propanoyl)-L-valinate CN([C@@H](C(C)C)C(=O)O)C(CCC1=CC=C(C=C1)C1=CC=C(C=C1)CCCCNC(=O)OCC1=CC=CC=C1)=O.NC1=C(C=CC=C1)C1=NN2C(=NC=3C=CC=CC3C2=N1)N[C@H]1C(NCCCC1)=O